O1CC(CC1)OP([O-])(=O)N tetrahydrofuran-3-ylphosphoramidate